(S)-S-((1-methylpyrrolidine-2-yl)methyl)ethanethiolate CN1[C@@H](CCC1)C[SH-]CC